1-[(1R)-1-(4-methoxyphenyl)ethyl]-5-oxo-pyrrolidine-3-carboxylic acid COC1=CC=C(C=C1)[C@@H](C)N1CC(CC1=O)C(=O)O